2-(((1S)-1-(5-(2-(4-chlorophenyl)-3-(4-fluorophenyl)cyclopropyl)-1,2,4-oxadiazol-3-yl)ethyl)carbamoyl)-4-methoxypyridin-3-yl benzoate C(C1=CC=CC=C1)(=O)OC=1C(=NC=CC1OC)C(N[C@@H](C)C1=NOC(=N1)C1C(C1C1=CC=C(C=C1)F)C1=CC=C(C=C1)Cl)=O